chloro-1-cyclopentyl-1H-pyrrolo[2,3-b]pyridine-4-carboxylic acid methyl ester COC(=O)C=1C2=C(N=CC1)N(C(=C2)Cl)C2CCCC2